F[C@H]1C[C@H](N(C1)C(CN1CCC(CC1)OC1=CC=NC2=CC=C(C=C12)F)=O)C#N (2S,4S)-4-fluoro-1-(2-(4-((6-fluoroquinolin-4-yl)oxy)piperidin-1-yl)acetyl)pyrrolidine-2-carbonitrile